2-[(6R)-6-fluoro-6,7-dihydro-5H-pyrrolo[1,2-c]imidazol-1-yl]-2-[4-fluoro-1-oxo-6-(4-piperazin-1-ylphenyl)isoindolin-2-yl]-N-thiazol-2-yl-acetamide hydrochloride Cl.F[C@@H]1CC=2N(C=NC2C(C(=O)NC=2SC=CN2)N2C(C3=CC(=CC(=C3C2)F)C2=CC=C(C=C2)N2CCNCC2)=O)C1